7-[5-CHLORO-2-(1H-PYRAZOL-1-YL)PHENYL]-N-[(2,4-DIMETHOXYPHENYL)METHYL]CINNOLIN-4-AMINE ClC=1C=CC(=C(C1)C1=CC=C2C(=CN=NC2=C1)NCC1=C(C=C(C=C1)OC)OC)N1N=CC=C1